1-((R)-3,3-difluoro-4-((4-methoxy-5-(1-((R)-1,1,1-trifluoropropan-2-yl)-1H-benzo[d][1,2,3]triazol-6-yl)pyrrolo[2,1-f][1,2,4]triazin-2-yl)amino)pyrrolidin-1-yl)ethan-1-one FC1(CN(C[C@H]1NC1=NN2C(C(=N1)OC)=C(C=C2)C=2C=CC1=C(N(N=N1)[C@@H](C(F)(F)F)C)C2)C(C)=O)F